COC=1C=CC(=NC1C(F)(F)F)N 5-methoxy-6-(trifluoromethyl)pyridin-2-amine